ethylene glycol bis(3-carboxyphenyl) ether C(=O)(O)C=1C=C(C=CC1)OCCOC1=CC(=CC=C1)C(=O)O